CC1(CN=C(N1)SCCCCN1CCCC1)C1=CC=CC=C1 5-methyl-5-phenyl-2-((4-(pyrrolidin-1-yl)butyl)thio)-4,5-dihydro-1H-imidazole